ClC1=C(C(=CC=C1Cl)O)C1CC2N(C(C(NC2=O)(C)C)=O)CC1 8-(2,3-dichloro-6-hydroxyphenyl)-3,3-dimethyl-octahydro-1H-pyrido[1,2-a]pyrazine-1,4-dione